tert-Butyl 4-[5-methyl-4-(5-oxo-6H-imidazo[1,2-c]pyrimidin-7-yl) pyrazol-1-yl]piperidine-1-carboxylate CC1=C(C=NN1C1CCN(CC1)C(=O)OC(C)(C)C)C1=CC=2N(C(N1)=O)C=CN2